FC(C=1C=NC(=NC1)N1CCN(CC1)C(=O)C=1C=C(OC1)C=O)(F)F 4-(4-(5-(trifluoromethyl)pyrimidin-2-yl)piperazine-1-carbonyl)furan-2-carbaldehyde